CCCCCCCCCCCCCCCCCCCCC(=O)O[C@H](COC(=O)CCCCCCC/C=C\C/C=C\CCCC)COP(=O)(O)OC[C@@H](C(=O)O)N 1-(9Z,12Z-heptadecadienoyl)-2-heneicosanoyl-glycero-3-phosphoserine